C[C@@H]1CN(C[C@@H](N1)C)C1=CC(=CC(=N1)CN)C(F)(F)F (6-((3R,5S)-3,5-dimethylpiperazin-1-yl)-4-(trifluoromethyl)pyridin-2-yl)methanamine